ClC=1C=C(C=CC1C(NCC1CCNCC1)=O)NC(=O)C=1N(C(=CN1)C1=C(C(=C(C=C1)OC)F)F)C N-[3-chloro-4-(4-piperidylmethylcarbamoyl)phenyl]-5-(2,3-difluoro-4-methoxy-phenyl)-1-methyl-imidazole-2-carboxamide